BrC1=CC=C2C=C(C(=NC2=C1F)Cl)Cl 7-Bromo-2,3-dichloro-8-fluoroquinoline